FC1=CC=C(C=C1)N1C(C(=CC=C1C)C(=O)OCC)=O ethyl 1-(4-fluorophenyl)-6-methyl-2-oxo-1,2-dihydropyridine-3-carboxylate